O=C1N([C@H]2CC[C@@H]1C2)C(=O)OC(C)(C)C tert-butyl (1S,4R)-3-oxo-2-azabicyclo[2.2.1]heptane-2-carboxylate